phenyl (3-vinyl)benzyl ether C(=C)C=1C=C(COC2=CC=CC=C2)C=CC1